1,2,3,4,4a,4b,6,7,8,9,10,10a-dodecahydrophenanthren-1-carbaldehyd C1(CCCC2C3CCCCC3CCC12)C=O